3-Pentylaminopropan C(CCCC)NCCC